O=S1(CCC(CC1)NC1=C2C=C(N(C2=CC=C1)CC(F)(F)F)C#CCNC=1C(=CC(=NC1)C(C#N)(C)C)OC)=O 2-{5-[(3-{4-[(1,1-dioxo-1λ6-thian-4-yl)amino]-1-(2,2,2-trifluoroethyl)-1H-indol-2-yl}prop-2-yn-1-yl)amino]-4-methoxypyridin-2-yl}-2-methylpropanenitrile